NOC=1C(C(=O)O)=CC=CC1.FC=1C(NC2=CC=CC=C2C1)=O fluoroquinolone aminosalicylate